N1=C(C=CC=C1)C1=CN(C=2N=CN=C(C21)N2CCN(CC2)C(=O)OC(C)(C)C)S(=O)(=O)C2=CC=C(C)C=C2 tert-Butyl 4-(5-(pyridin-2-yl)-7-tosyl-7H-pyrrolo[2,3-d]pyrimidin-4-yl)piperazine-1-carboxylate